1-(1-Cyclobutyl-4-iodo-1H-pyrazol-3-yl)-2-methylpropan-1-one C1(CCC1)N1N=C(C(=C1)I)C(C(C)C)=O